1-(tert-butyl)-3-(6-(3,5-dimethoxyphenyl)-2-(pent-4-yn-1-ylamino)quinazolin-7-yl)urea C(C)(C)(C)NC(=O)NC1=C(C=C2C=NC(=NC2=C1)NCCCC#C)C1=CC(=CC(=C1)OC)OC